N,N-dimethyl-6-(4-morpholino-6-(piperazin-1-yl)-1,3,5-triazin-2-yl)benzo[d]thiazol-2-amine hydrochloride Cl.CN(C=1SC2=C(N1)C=CC(=C2)C2=NC(=NC(=N2)N2CCOCC2)N2CCNCC2)C